OC1(CCC2=C(C=CC=C12)C1=NOC(=N1)C=1C=CC(=C(C#N)C1)OC(C)C)C(C)C 5-(3-(1-hydroxy-1-isopropyl-2,3-dihydro-1H-inden-4-yl)-1,2,4-oxadiazol-5-yl)-2-isopropoxybenzonitrile